C1(CC1)OC(N(C[C@H]1NCCC1)C1(CC1)C1=CC(=C(C=C1)F)C(F)(F)F)=O (S)-(1-(4-fluoro-3-(trifluoromethyl)phenyl)cyclopropyl)(pyrrolidin-2-ylmethyl)carbamic acid cyclopropyl ester